3-(5-fluoro-2-methoxyphenyl)isonicotinic acid methyl ester COC(C1=C(C=NC=C1)C1=C(C=CC(=C1)F)OC)=O